ClC1=C(C=CC(=C1)CNC1=NC=NC2=C1SC=1N=NC(=C(C12)C)C)C(C)(C)O 2-[2-chloro-4-[[(3,4-dimethylpyrimido[4',5':4,5]thieno[2,3-c]pyridazin-8-yl)amino]methyl]phenyl]propan-2-ol